C(C)(C)(C)OC(=O)N1C(CCCC1)COCC1=CC=C(C=C1)B1OC(C(O1)(C)C)(C)C Tert-butyl-2-[[4-(4,4,5,5-tetramethyl-1,3,2-dioxaborolan-2-yl)phenyl]methoxymethyl]piperidine-1-carboxylate